methyl 2-(2,2-diphenylethyl)-5-methoxy-1-methyl-6-oxo-1,6-dihydropyrimidine-4-carboxylate C1(=CC=CC=C1)C(CC=1N(C(C(=C(N1)C(=O)OC)OC)=O)C)C1=CC=CC=C1